2-(3-(N,N-bis(4-methoxybenzyl)sulfamoyl)-1H-pyrazol-1-yl)-2-methylpropanoic acid COC1=CC=C(CN(S(=O)(=O)C2=NN(C=C2)C(C(=O)O)(C)C)CC2=CC=C(C=C2)OC)C=C1